((t-butyldimethylsilyloxy)methyl)-3,8-diazabicyclo[3.2.1]octane-8-carboxylic acid tert-butyl ester C(C)(C)(C)OC(=O)N1C2(CNCC1CC2)CO[Si](C)(C)C(C)(C)C